methyl 2-hydroxy-2-phenylpropionate OC(C(=O)OC)(C)C1=CC=CC=C1